P-(4-(5-(chlorodifluoromethyl)-1,2,4-oxadiazol-3-yl)-2-fluorobenzyl)-N-(3-fluorophenyl)-P-methylphosphinic amide ClC(C1=NC(=NO1)C1=CC(=C(CP(NC2=CC(=CC=C2)F)(=O)C)C=C1)F)(F)F